6-(2-bromoethoxy)-1-chloroisoquinoline BrCCOC=1C=C2C=CN=C(C2=CC1)Cl